O1N=C(C2=C1C=CC=C2)C2=C(C=CC=C2)[C@H](CC2=CC=CC(=N2)C(=O)NCC2CC2)N[S@@](=O)C(C)(C)C 6-{(S)-2-[2-(benzo[d]isoxazol-3-yl)phenyl]-2-[((S)-tert-butylsulfinyl)amino]ethyl}-N-(cyclopropylmethyl)pyridine-2-carboxamide